BrC=1C=CC(=C(C1)C1=C(C=CC=C1)Cl)S(=O)(=O)N1CCC(CC1)(C(=O)NCC=1CS(C1)(=O)=O)F 1-((5-bromo-2'-chloro-[1,1'-biphenyl]-2-yl)sulfonyl)-N-((1,1-dioxido-2H-thiet-3-yl)methyl)-4-fluoropiperidine-4-carboxamide